FC(C(=O)O)(F)F.FC(C(=O)O)(F)F.NCCSC1=CC=C(C=C1)NC(=O)C=1SC(=CC1)C=1CCNCC1 N-(4-((2-aminoethyl)thio)phenyl)-5-(1,2,3,6-tetrahydropyridin-4-yl)thiophene-2-carboxamide bistrifluoroacetic acid salt